glycerol tris(thioglycolate) C(CS)(=O)OCC(OC(CS)=O)COC(CS)=O